C(C)(C)(C)OC(CCCCCCCC(=O)O)=O 9-tert-butoxy-9-oxo-nonanoic acid